C1(=CC=CC=C1)N(C1=CC=C(C=C1)C1=CC=C(S1)C=O)C1=CC=CC=C1 5-(4-(diphenylamino)phenyl)thiophene-2-carboxaldehyde